CC1CC(C([N+]1=O)C(=O)O)C1=CC=C(C=C1)C(F)(F)F trans-5-methyl-1-oxo-3-[4-(trifluoromethyl)phenyl]-3,4-dihydro-2H-pyrrol-1-ium-2-carboxylic acid